N-[6-(6-Benzyl-8-cyclopentyl-7-oxo-7,8-dihydro-pyrido[2,3-d]pyrimidin-2-ylamino)-pyridin-3-yl]-methanesulfonamide C(C1=CC=CC=C1)C1=CC2=C(N=C(N=C2)NC2=CC=C(C=N2)NS(=O)(=O)C)N(C1=O)C1CCCC1